ClP(C1=NC=CC=C1)Cl 2-(dichlorophosphaneyl)pyridine